(4-((S)-2-((S)-2-acetamido-3-methylbutanamido)propanamido)phenyl)but-3-yn-1-yl (4-nitrophenyl) carbonate C(OCCC#CC1=CC=C(C=C1)NC([C@H](C)NC([C@H](C(C)C)NC(C)=O)=O)=O)(OC1=CC=C(C=C1)[N+](=O)[O-])=O